CC(=O)O[C@@](C)([C@H]1CC[C@@]2([C@@]1(CCC3=C2CC[C@@H]4C(=C3)C=CC(=O)OC4(C)C)C)C)[C@H]5C6CC(C6)C(=O)O5 The molecule is a tetracyclic triterpenoid isolated from Schisandra propinqua and Schisandra henryi. It has been shown to exhibit cytotoxic activity against Leukemia cells. It has a role as a metabolite and an antineoplastic agent. It is a tetracyclic triterpenoid, a lactone and an acetate ester.